3-(2-ethyl-4-pentylphenyl)-7-methoxy-2H-chromen-2-one C(C)C1=C(C=CC(=C1)CCCCC)C=1C(OC2=CC(=CC=C2C1)OC)=O